2'-(4,5-Dimethyl-1H-imidazol-2-yl)-5-[1-(methylsulfonyl)pyrrolidin-3-yl]-3,4'-bipyridin CC=1N=C(NC1C)C1=NC=CC(=C1)C=1C=NC=C(C1)C1CN(CC1)S(=O)(=O)C